Cl.N1=CC=CC2=CC=CC(=C12)C#N quinoline-8-carbonitrile hydrochloride